methyl (trans-4-{[(3S,4R)-3-{[(3,5-dichlorophenyl)(methyl)carbamoyl](methyl)amino}-4-(4-fluorophenyl)pyrrolidin-1-yl]carbonyl}cyclohexyl)carbamate ClC=1C=C(C=C(C1)Cl)N(C(=O)N([C@@H]1CN(C[C@H]1C1=CC=C(C=C1)F)C(=O)[C@@H]1CC[C@H](CC1)NC(OC)=O)C)C